Cl.NCCON O-(2-aminoethyl)hydroxylamine hydrochloride